C(C)(C)(C)N1N=C(C=C1C1OCC(C1)O)NC=1C=CC2=C(CN(S2(=O)=O)CC2=CC=C(C=C2)OC)C1F 5-((1-(tert-butyl)-5-(4-hydroxytetrahydrofuran-2-yl)-1H-pyrazol-3-yl)amino)4-fluoro-2-(4-methoxybenzyl)-2,3-dihydrobenzo[d]isothiazole 1,1-dioxide